ethyl (E)-4-chloro-4-oxo-but-2-enoate ClC(/C=C/C(=O)OCC)=O